CC(=C)C1=C(C=CC=C1)C α-Methyl-o-Methylstyrene